cyclohexanediamine folate platinum(II) [Pt+2].C(CC[C@@H](C(=O)O)NC(=O)C1=CC=C(NCC2=CN=C3N=C(N)NC(=O)C3=N2)C=C1)(=O)[O-].C1(CCCCC1)(N)N.C(CC[C@@H](C(=O)O)NC(=O)C1=CC=C(NCC2=CN=C3N=C(N)NC(=O)C3=N2)C=C1)(=O)[O-]